COC(C1=C(C=C(C(=C1)F)C(F)(F)F)NC1=C(C(=C(C=C1)F)F)CCCN(C(=O)OC(C)(C)C)C1=NC(=CC=C1N)OC)=O ((2-(3-((3-amino-6-methoxypyridin-2-yl)(tert-butoxycarbonyl)amino)-propyl)-3,4-difluorophenyl)amino)-5-fluoro-4-(trifluoromethyl)-benzoic acid methyl ester